C(C)C=1C=NC(=NC1)N1C[C@@H](CC1)COC1=C(C=CC=C1F)C1=CC=CC2=C1S(CO2)=O 4-(((R)-1-(5-Ethylpyrimidin-2-yl)pyrrolidin-3-yl)methoxy-3-fluorophenyl)-2H-benzo[d][1,3]oxathiol-3-oxid